3-anilino-2-methyl-propane-1-sulfonic acid N(C1=CC=CC=C1)CC(CS(=O)(=O)O)C